N2,N4-bis(4,4-difluorocyclohexyl)-6-(2-(trifluoromethyl)pyrimidin-4-yl)-1,3,5-triazine-2,4-diamine FC1(CCC(CC1)NC1=NC(=NC(=N1)NC1CCC(CC1)(F)F)C1=NC(=NC=C1)C(F)(F)F)F